OC(CN(CCCNC(CCCCCCC\C=C/CCCCCCCC)=O)CCCOCCCCCCCCCCC(C)C)CO N-[3-[(2,3-dihydroxypropyl)(3-isotridecyloxypropyl)amino]-propyl]oleamide